C(C)(=O)O.C(C)(=O)O.C1(CC1)C=1C=C(C=C(C1)N1CC=2N=C(N=C(C2CC1)N1CCNCC1)OCCCN1CCOCC1)O 3-cyclopropyl-5-[2-(3-morpholinopropoxy)-4-piperazin-1-yl-6,8-dihydro-5H-pyrido[3,4-d]pyrimidin-7-yl]phenol diacetate